[C@@H]12N(C[C@@H](NC1)C2)C=2C=C1C=CNC1=CC2 5-((1S,4S)-2,5-diazabicyclo[2.2.1]Heptane-2-yl)-1H-indole